C1NCCC2=CC(=CC=C12)C1C(NC(CC1)=O)=O 3-(1,2,3,4-tetrahydroisoquinolin-6-yl)piperidine-2,6-dione